C1=C2C(=NC=NN2C(=C1)Br)N 7-bromopyrrolo[1,2-f][1,2,4]triazin-4-amine